6-((tert-butyldimethylsilyl)oxy)-3-iodo-1H-indole [Si](C)(C)(C(C)(C)C)OC1=CC=C2C(=CNC2=C1)I